tert-butyl 2-(2-((3-(8-cyanoquinolin-5-yl)-5-(trifluoromethyl)-3-azabicyclo[3.1.0]hexan-1-yl)amino)-2-oxoethyl)morpholine-4-carboxylate C(#N)C=1C=CC(=C2C=CC=NC12)N1CC2(CC2(C1)C(F)(F)F)NC(CC1CN(CCO1)C(=O)OC(C)(C)C)=O